NC1=C2C(=NC=N1)N(N=C2C2=CC=C(C=C2)CNC(C2=C(C=CC(=C2)F)OC)=O)C2(CC2)CCN(C(=O)N2N=CN=C2)C N-(2-(1-(4-amino-3-(4-((5-fluoro-2-methoxybenzamido)methyl)phenyl)-1H-pyrazolo[3,4-d]pyrimidin-1-yl)cyclopropyl)ethyl)-N-methyl-1H-1,2,4-triazole-1-carboxamide